CC=1C=C(C=C(C1CC=1C=C2C3(C(NC2=CC1)=O)CCC3)C)N3N=C(C(NC3=O)=O)C(=O)O 2-(3,5-dimethyl-4-{2'-oxo-1'H-spiro[cyclobutane-1,3'-indol]-5'-ylmethyl}phenyl)-3,5-dioxo-4H-1,2,4-triazine-6-carboxylic acid